1,3-Dibromo-5,7-bis(2-butyloctyl)-4H,8H-benzo[1,2-c:4,5-c']dithiophene-4,8-dione BrC1=C2C(=C(S1)Br)C(C=1C(=C(SC1CC(CCCCCC)CCCC)CC(CCCCCC)CCCC)C2=O)=O